CN1C[C@@H]2[C@H](CC1)CCN2C2=CC(=C(N=N2)C2=C(C=C(C=C2)Cl)O)C 2-[6-[(3aR,7aS)-6-methyl-3,3a,4,5,7,7a-hexahydro-2H-pyrrolo[2,3-c]pyridin-1-yl]-4-methyl-pyridazin-3-yl]-5-chloro-phenol